N-(1H-benzo[d]imidazol-5-yl)-2-(4-(5-chloro-2-propionylphenyl)-5-methoxy-2-oxopyridin-1(2H)-yl)-3-phenylpropanamide N1C=NC2=C1C=CC(=C2)NC(C(CC2=CC=CC=C2)N2C(C=C(C(=C2)OC)C2=C(C=CC(=C2)Cl)C(CC)=O)=O)=O